C1=CC=CC2=C1C=1N(C=C3N2CN=C3)N=CN1 imidazo[1,5-a][1,2,4]-triazolo[1,5-d][1,4]Benzodiazepine